FC=1C=C(C#N)C=C(C1)[C@@H]1CC=NN1C(=O)N1CCN(CC1)C1=NC=CC(=N1)C1=NC(=NN1C)CF (S)-3-fluoro-5-(1-(4-(4-(3-(fluoromethyl)-1-methyl-1H-1,2,4-triazol-5-yl)pyrimidin-2-yl)piperazine-1-carbonyl)-4,5-dihydro-1H-pyrazol-5-yl)benzonitrile